BrC=1C=C(C=2N(C1)C=C(N2)C)C=2OC=NN2 2-(6-bromo-2-methylimidazo[1,2-a]pyridin-8-yl)-1,3,4-oxadiazole